5-amino-N-(2-{3-amino-4-[(1-methoxypropan-2-yl)oxy]pyrrolidin-1-yl}-4-fluoro-5,6,7,8-tetrahydroquinolin-6-yl)-2-methylthieno[2,3-d]pyrimidine-6-carboxamide NC1=C(SC=2N=C(N=CC21)C)C(=O)NC2CC=1C(=CC(=NC1CC2)N2CC(C(C2)OC(COC)C)N)F